C(C)C1C(C(C(CC1)CC)C(=O)[O-])C(=O)[O-] 3,6-diethylcyclohexane-1,2-dicarboxylate